[Si](C)(C)(C(C)(C)C)OCCC1=NC=2C(=NC(=CC2)C(=O)OC)N1C[C@H]1OCC1 methyl (S)-2-(2-((tert-butyldimethylsilyl)oxy)ethyl)-3-(oxetan-2-ylmethyl)-3H-imidazo[4,5-b]pyridine-5-carboxylate